(trans)-4-amino-N-isopropylcyclohexanecarboxamide hydrochloride Cl.N[C@@H]1CC[C@H](CC1)C(=O)NC(C)C